1-(4-{2-[1-(3-Methoxy-propyl)-3-methyl-1H-pyrazol-4-ylamino]-thiazol-4-yl}-phenyl)-imidazolidin-2-one COCCCN1N=C(C(=C1)NC=1SC=C(N1)C1=CC=C(C=C1)N1C(NCC1)=O)C